ClC1=C(C(=CC=C1)Cl)C1=CC2=C(N=C(N=C2)N2CCNCC2)N2C1=NCC2 6-(2,6-dichlorophenyl)-2-(piperazin-1-yl)-8,9-dihydroimidazo[1',2':1,6]pyrido[2,3-d]pyrimidine